C[C@]12CC[C@H]3[C@H]([C@]1(CC[C@@H]2C4=CC(=O)OC4)O)CC[C@]5([C@@]3(CC[C@@H](C5)O)C=O)O The molecule is a 3beta-hydroxy steroid, a 14beta-hydroxy steroid, a 5beta-hydroxy steroid, a 19-oxo steroid, a member of cardenolides and a steroid aldehyde. It derives from a 5beta-cardanolide.